CC=1C(=C(C=CC1)S(=O)(=O)OC#N)C.[Na] sodium cyano dimethylbenzenesulfonate